CC1C2CC(C(C3C(C(CC1)C23)(C)C)C)=O 2,6,6,8-tetramethyltricyclo[5.3.1.011,5]undecan-9-one